CC=1N=C(OC1)C=1C=C(C(=O)O)C=CN1 2-(4-methyloxazol-2-yl)isonicotinic acid